C12CN(CC(CC1)N2)C=2C1=C(N=C(N2)OCC2(CC2)CN(C)C)CN(CC1)C1=C(N=CC2=C(C=CC=C12)I)N 4-((3,8-diazabicyclo[3.2.1]octan-3-yl)-2-((1-((dimethylamino)methyl)cyclopropyl)methoxy)-5,8-dihydropyrido[3,4-d]pyrimidin-7(6H)-yl)-8-iodoisoquinolin-3-amine